5-Chloro-thiophene-2-sulfonic acid (2-bromo-5-chloro-pyridin-3-yl)-methoxymethyl-amide BrC1=NC=C(C=C1N(S(=O)(=O)C=1SC(=CC1)Cl)COC)Cl